(S)-3-(3-(4-((2,7-Diazaspiro[4.4]nonan-2-yl)methyl)phenyl)-5-phenyl-3H-imidazo[4,5-b]pyridin-2-yl)pyridin-2-amine C1N(CC[C@@]12CNCC2)CC2=CC=C(C=C2)N2C(=NC=1C2=NC(=CC1)C1=CC=CC=C1)C=1C(=NC=CC1)N